1-((tetrahydro-2H-pyran-4-yl)methyl)-1H-1,2,4-triazole-3-carboxamide O1CCC(CC1)CN1N=C(N=C1)C(=O)N